ClC=1C(=C(C(=O)OCC=2C=NC=CC2)C(=CC1)Cl)OC pyridin-3-ylmethyl 3,6-dichloro-2-methoxybenzoate